N(CCO)CCO.C(CCCCCCCCCCCCC)(=O)O myristic acid diethanolamine salt